C[C@H]\\1CC[C@@H](C/C1=C\\C=C\\2/CCC[C@]3([C@H]2CC[C@@H]3[C@H](C)/C=C/[C@H](C)C(C)C)C)O The molecule is a hydroxy seco-steroid that is 9,10-secoergosta-5,7,22-triene substituted by a hydroxy group at position 3. A synthetic analogue of vitamin D that acts a bone density conservation agent. It has a role as a bone density conservation agent. It is a vitamin D, a hydroxy seco-steroid and a seco-ergostane.